C(C)N(C1=C2C=CC=C(C2=CC=C1)S(=O)(=O)Cl)CC 5-Diethylamino-naphthalene-1-sulfonyl Chloride